(Z)-6-(pent-2-en-1-yl)tetrahydro-2H-pyran-2-one C(\C=C/CC)C1CCCC(O1)=O